(3R,4R,5S)-4-acetamido-5-amino-3-acetoxy-1-cyclohexene-1-carboxylic acid ethyl ester C(C)OC(=O)C1=C[C@H]([C@@H]([C@H](C1)N)NC(C)=O)OC(C)=O